C(CCC)(C1=CC(=C(C(=C1)C(C)(C)C)O)C)C1=CC(=C(C(=C1)C(C)(C)C)O)C 4,4'-butylidenebis(6-tert-butyl-2-methylphenol)